C(C)N1N=CC(=C1)C(=O)NC1CCC(CC1)NC1=CC=CC=2N1C=C(N2)C(F)(F)F 1-ethyl-N-[(1s,4s)-4-{[2-(trifluoromethyl)imidazo[1,2-a]pyridin-5-yl]amino}cyclohexyl]-1H-pyrazole-4-carboxamide